3,5-dichloro-2-[6-[2-(fluoromethyl)morpholin-4-yl]pyridazin-3-yl]phenol ClC=1C(=C(C=C(C1)Cl)O)C=1N=NC(=CC1)N1CC(OCC1)CF